BrC=1C=C(C=2N(C1)C(=C(N2)CC)N(C=2SC(=C(N2)C2=CC=C(C=C2)F)C#N)C)C 2-({6-bromo-2-ethyl-8-methylimidazo[1,2-a]pyridin-3-yl}(methyl)amino)-4-(4-fluorophenyl)-1,3-thiazole-5-carbonitrile